C(C)(C)(C)[S@@](=O)N1[C@@H](C=2C(=NC(=CC2C1)C(=O)OCC)C1=CC=CC=C1)CCO Ethyl (R)-2-((R)-tert-butylsulfinyl)-3-(2-hydroxyethyl)-4-phenyl-2,3-dihydro-1H-pyrrolo[3,4-c]pyridine-6-carboxylate